(1S,3aR,6aS)-N-((S)-1-amino-1-oxo-3-((S)-2-oxopyrrolidin-3-yl)propan-2-yl)-4,4-difluorooctahydrocyclopenta[c]pyrrole-1-carboxamide hydrobromide Br.NC([C@H](C[C@H]1C(NCC1)=O)NC(=O)[C@H]1NC[C@H]2[C@@H]1CCC2(F)F)=O